Benzyl (7-amino-5-((3S)-2-((R)-3-cyclohexyl-2-(4-(methylsulfonyl)benzamido)propanoyl)-2-azabicyclo[2.2.1]heptan-3-carboxamido)-6,7-dioxoheptyl)carbamat NC(C(C(CCCCNC(OCC1=CC=CC=C1)=O)NC(=O)[C@H]1N(C2CCC1C2)C([C@@H](CC2CCCCC2)NC(C2=CC=C(C=C2)S(=O)(=O)C)=O)=O)=O)=O